5-(2,8-dimethylimidazo[1,2-a]pyridin-6-yl)-7-fluoro-2-(4-piperidinyl)indazole CC=1N=C2N(C=C(C=C2C)C2=CC3=CN(N=C3C(=C2)F)C2CCNCC2)C1